(R)-6-bromo-7-fluoro-N-(1-(2-fluoro-3-((trifluoromethyl)sulfonyl)phenyl)ethyl)-2-methylquinoline BrC=1C=C2C=C[C@H](N(C2=CC1F)C(C)C1=C(C(=CC=C1)S(=O)(=O)C(F)(F)F)F)C